ClC=1C=CC(=C(C1)C1=CC(=C(N=N1)C)NC1=CC(=NC=C1)NC(CCN1CCN(CC1)CCO)=O)F N-(4-{[6-(5-Chloro-2-Fluorophenyl)-3-Methylpyridazin-4-yl]Amino}Pyridin-2-yl)-3-[4-(2-Hydroxyethyl)Piperazin-1-yl]Propanamid